FC(C1=CC=C(C=C1)N1CC2CNCC2C1)(F)F 2-(4-(trifluoromethyl)phenyl)octahydropyrrolo[3,4-c]pyrrole